COC(/C(=N/OC)/C1=C(C=CC=C1)CBr)=O (E)-2-bromomethyl-α-methoxyiminophenylacetic acid methyl ester